N1=C(C=CC=C1)N1CCN(CC1)C=1SC(=CN1)C(=O)N 2-[4-(2-pyridinyl)piperazin-1-yl]Thiazole-5-carboxamide